1-(1-(3-Methoxy-4-((6-methoxypyridin-3-yl)methoxy)benzyl)-1H-benzo[d]imidazol-5-yl)-4-methylpiperazin-2-one COC=1C=C(CN2C=NC3=C2C=CC(=C3)N3C(CN(CC3)C)=O)C=CC1OCC=1C=NC(=CC1)OC